C(#N)C(CC(=O)[O-])C1=CC=CC=C1 3-cyano-3-phenylpropionate